BrC1=NC(=CC(=C1)OCC1COC1)C1(COCCC1)OC 2-bromo-6-(3-methoxytetrahydro-2H-pyran-3-yl)-4-(oxetan-3-ylmethoxy)pyridine